C(C)OP(O)(=O)C(C)(C)C methyl-isopropyl-phosphonic acid ethyl ester